3-(6-((3R,4S)-3-hydroxypiperidin-4-yl)-1-methyl-1H-indazol-3-yl)piperidine-2,6-dione O[C@H]1CNCC[C@H]1C1=CC=C2C(=NN(C2=C1)C)C1C(NC(CC1)=O)=O